trans-1,3-cyclohexanediol [C@H]1(C[C@H](CCC1)O)O